ClC1=CC=C(C=C1)N1N=NC(=C1)COC1=C2CN(C(C2=CC=C1)=O)C1C(NC(CC1)=O)=O 3-(4-((1-(4-chlorophenyl)-1H-1,2,3-triazol-4-yl)methoxy)-1-oxoisoindolin-2-yl)piperidine-2,6-dione